ClC1=NC=C(C(=C1)NC=1C=C(COCC2=C(C=CC(=N2)NC(OC(C)(C)C)=O)F)C=C(C1OC)C1=NN(C=C1)C1CC1)C(NC([2H])([2H])[2H])=O Tert-butyl (6-(((3-((2-chloro-5-((methyl-d3)carbamoyl)pyridin-4-yl)amino)-5-(1-cyclopropyl-1H-pyrazol-3-yl)-4-methoxybenzyl)oxy)methyl)-5-fluoropyridin-2-yl)carbamate